NCC#CCO 4-aminobut-2-yn-1-ol